C(COCCOCCOCCOCCOCCOCCOCCOCCOCCOCCOCCOCCOCCOCCOCCOCCOCCOCCOCCOCCOCCOCCOCCO)O tetracosaethyleneglycol